C(#N)C(C(=O)OCC(CCCC)CC)=C(C1=CC=CC=C1)C1=CC=CC=C1 2-ethylhexyl α-cyano-β-phenylcinnamate